OC=1C(C2=CC=CC=C2C(C1SCCCCCCCCCCCCCCCCCC)=O)=O 2-Hydroxy-3-n-octadecylmercapto-1,4-naphthoquinone